FC(C12CC(C1)(C2)S(=O)(=O)Cl)(F)F 3-(trifluoro-methyl)bicyclo[1.1.1]pentane-1-sulfonyl chloride